2-(3-(allylamino)-5-((1s,3s)-3-methoxy-1-(4-methyl-4H-1,2,4-triazol-3-yl)cyclobutyl)phenyl)-6-(((1-methylcyclobutyl)amino)methyl)-4-(trifluoromethyl)isoindolin-1-one C(C=C)NC=1C=C(C=C(C1)C1(CC(C1)OC)C1=NN=CN1C)N1C(C2=CC(=CC(=C2C1)C(F)(F)F)CNC1(CCC1)C)=O